ClC=1C=CC(=C(C1)NC(C(=O)NC1(NC2=CC=CC=C2C1NC(CCC1=CC=C(C=C1)NC(=O)N1CCC(CC1)S(=O)(=O)C)=O)C(=O)[O-])=O)N1N=NN=C1 2-(2-((5-chloro-2-(1H-tetrazol-1-yl) phenyl) amino)-2-oxoacetylamino)-3-(4-(4-(methylsulfonyl) piperidine-1-carboxamido) phenylpropionamido)-1H-indole-2-carboxylate